C1C(CCC=2C3=CC=CC=C3NC12)NC(OC(C)(C)C)=O tert-butyl (2,3,4,9-tetrahydro-1H-carbazol-2-yl)carbamate